(R)-2-(2-Aminoacetamido)-N-(3-(benzyloxy)-1-(1-(methylsulfonyl)spiro[indoline-3,4'-piperidin]-1'-yl)-1-oxopropan-2-yl)-2-methylpropanamide NCC(=O)NC(C(=O)N[C@@H](C(=O)N1CCC2(CC1)CN(C1=CC=CC=C12)S(=O)(=O)C)COCC1=CC=CC=C1)(C)C